FC1=C(OC2=C(C=NC=C2)C2=CC(=NC=C2)NC2CCC(CC2)NC(OC(C)(C)C)=O)C=CC(=C1)NS(=O)(=O)C1=C(C=CC=C1)OC tert-butyl ((1r,4r)-4-((4-(2-fluoro-4-((2-methoxyphenyl)sulfonamido)phenoxy)-[3,4'-bipyridin]-2'-yl)amino)cyclohexyl)carbamate